OC(CCC[C@@H](OC(C)C)[C@H]1N(C(OC1)(C)C)C(=O)OC(C)(C)C)CO tert-butyl (4S)-4-[(1R)-5,6-dihydroxy-1-isopropoxy-hexyl]-2,2-dimethyl-oxazolidine-3-carboxylate